(spiro[2.3]hexan-5-yl)-4-(trifluoromethyl)-1H-pyrazole-5-carboxamide C1CC12CC(C2)N2N=CC(=C2C(=O)N)C(F)(F)F